CC1CN(CC(O1)C)CC1=CC=C(O1)C(=O)N(C)OC 5-((2,6-dimethylmorpholinyl)methyl)-N-methoxy-N-methylfuran-2-carboxamide